COC(=O)C1=CC2=C(N(C(N2)=O)C)C=C1 1-methyl-2-oxo-3H-1,3-benzodiazole-5-carboxylic acid methyl ester